2-(4-bromo-1H-pyrazol-5-yl)-4-chloro-6-cyclopropoxy-3-fluorobenzonitrile BrC=1C=NNC1C1=C(C#N)C(=CC(=C1F)Cl)OC1CC1